1-(4-amino-2-ethyl-7-[5-{hydroxymethyl}pyridin-3-yl]-1H-imidazo[4,5-c]quinolin-1-yl)-2-methylpropan-2-ol NC1=NC=2C=C(C=CC2C2=C1N=C(N2CC(C)(O)C)CC)C=2C=NC=C(C2)CO